ClCC=1C=C(SC1C)[C@H](CC(=O)OC)C1=C(C2=C(N(N=N2)CC)C=C1)C (R)-Methyl 3-(4-(chloromethyl)-5-methylthiophen-2-yl)-3-(1-ethyl-4-methyl-1H-benzo[d][1,2,3]triazol-5-yl)propanoate